COC1=C(C=CC(=C1)OC)C1=CN=C2C(=N1)N(C=N2)C(C)C=2C=C1C=CC=NC1=C(C2)F 6-(1-(6-(2,4-dimethoxyphenyl)-1H-imidazo[4,5-b]pyrazin-1-yl)ethyl)-8-fluoroquinoline